2-(6-cyclobutyl-1H-pyrazolo[3,4-b]pyrazin-1-yl)-N-([1,2,4]triazolo[1,5-a]pyridin-7-yl)acetamide C1(CCC1)C1=CN=C2C(=N1)N(N=C2)CC(=O)NC2=CC=1N(C=C2)N=CN1